2,2,6,6-tetramethyl-4-methoxypiperidine CC1(NC(CC(C1)OC)(C)C)C